2-methoxy-5-[[2-[(2R,5S)-5-methyl-2-[2-(methylamino)-1,3-benzothiazol-5-yl]-1-piperidyl]-2-oxo-acetyl]amino]pyridine-3-carboxamide COC1=NC=C(C=C1C(=O)N)NC(C(=O)N1[C@H](CC[C@@H](C1)C)C=1C=CC2=C(N=C(S2)NC)C1)=O